C(C)C1=C(C=CC=C1)CNC(=O)C=1C=C(C=NC1OC)C1=CC=C2C(=NNC2=C1)C(=O)NC 6-(5-{[(2-ethylphenyl)methyl]-carbamoyl}-6-methoxy-pyridin-3-yl)-N-methyl-1H-indazole-3-carboxamide